N-(2-pyridylmethyl)-N'-[2-(S)-pyrrolidinylmethyl]-N'-(5,6,7,8-tetrahydro-8-quinolinyl)-1,4-xylylenediamine N1=C(C=CC=C1)CNCC1=CC=C(C=C1)CN(C1CCCC=2C=CC=NC12)C[C@H]1NCCC1